1-(4-(4-chlorophenyl)-3,4-dihydroquinoxalin-1(2H)-yl)-3-(pyrrolidin-1-yl)propan ClC1=CC=C(C=C1)N1CCN(C2=CC=CC=C12)CCCN1CCCC1